N[C@@H]1C2=CC=CC=C2CC12CCN(CC2)C=2NC(C1=C(N2)NN=C1C1(CC1)C1=NC=CC=C1)=O (S)-6-(1-amino-1,3-dihydrospiro[indene-2,4'-piperidine]-1'-yl)-3-(1-(pyridin-2-yl)cyclopropyl)-1,5-dihydro-4H-pyrazolo[3,4-d]pyrimidin-4-one